(1R,2S)-2-(((2,4-dimethylpyrimidin-5-yl)oxy)methyl)-2-(3-fluorophenyl)-N-(5-fluoropyridin-2-yl)cyclopropanecarboxamide fumarate C(\C=C\C(=O)O)(=O)O.CC1=NC=C(C(=N1)C)OC[C@@]1([C@@H](C1)C(=O)NC1=NC=C(C=C1)F)C1=CC(=CC=C1)F